CN1N=C(C(=C1)C1=CN2C(S1)=C(C=N2)C(=O)NC=2C(=NC=C(C2)C(NCCN2C(CCC2)(C)C)=O)C)C 2-(1,3-dimethyl-1H-pyrazol-4-yl)-N-(5-((2-(2,2-dimethylpyrrolidin-1-yl)ethyl)carbamoyl)-2-methylpyridin-3-yl)pyrazolo[5,1-b]thiazole-7-carboxamide